3-{4-[4-Methyl-3-(4-pyridin-3-yl-pyrimidin-2-ylamino)-benzoylamino]-phenyl}-piperidine-1-carboxylic acid ethyl ester C(C)OC(=O)N1CC(CCC1)C1=CC=C(C=C1)NC(C1=CC(=C(C=C1)C)NC1=NC=CC(=N1)C=1C=NC=CC1)=O